5-(ethylamino)benzoic acid methyl ester COC(C1=CC=CC(=C1)NCC)=O